1,10-phenanthrolinate N1=C(C=CC2=CC=C3C=CC=NC3=C12)C(=O)[O-]